methyl 2-(2-(4-chlorophenyl)-3,4-dihydro-2H-pyrrol-5-yl)hydrazine-1-carboxylate ClC1=CC=C(C=C1)C1N=C(CC1)NNC(=O)OC